O'-p-methoxybenzoyl-L-tartaric acid COC1=CC=C(C(=O)OC([C@@H]([C@H](C(=O)O)O)O)=O)C=C1